C(#N)C1=C(C=2C(=C(N=CC2)N[C@@H]2CN(C[C@@H]2F)C(=O)OC(C)(C)C)S1)CC(F)(F)F Tert-butyl (3R,4S)-3-((2-cyano-3-(2,2,2-trifluoroethyl)thieno[2,3-c]pyridin-7-yl)amino)-4-fluoropyrrolidine-1-carboxylate